ClC1=CC(=C(C=C1)C=1C=C(C=C2C(N(C(=NC12)C)C)=O)N1CC(O[C@H](C1)C=1C=NN(C1)C)(C)C)F (S)-8-(4-chloro-2-fluorophenyl)-6-(2,2-dimethyl-6-(1-methyl-1H-pyrazol-4-yl)morpholino)-2,3-dimethylquinazolin-4(3H)-one